1,2-dipalmitoyl-sn-glycero-3-phosphoryl-glycerol sodium salt [Na].C(CCCCCCCCCCCCCCC)(=O)OC[C@@H](OC(CCCCCCCCCCCCCCC)=O)COP(=O)(O)OCC(O)CO